[C@H]1([C@H](C([C@H]([C@H](C1OP(=O)(O)O)OP(=O)(O)O)OP(=O)(O)OP(=O)(O)O)OP(=O)(O)O)OP(=O)(O)OP(=O)(O)O)OP(=O)(O)O The molecule is a 1D-myo-inositol bis(diphosphate) tetrakisphosphate having the two diphospho groups located at positions 3 and 5. It derives from a myo-inositol. It is a conjugate acid of a 3,5-bis(diphospho)-1D-myo-inositol 1,2,4,6-tetrakisphosphate(13-).